ClC(Cl)(Cl)C1=C(C=CC=C1)S(=O)(=O)Cl trichloromethylphenylsulfonyl chloride